1-Ethyl-3-methyl-imidazolium acetat C(C)(=O)[O-].C(C)N1C=[N+](C=C1)C